N-benzyl-7-isobutyl-1-(4-methoxybenzyl)-5-oxooctahydro-3aH-3,6-methanopyrrolo[3,2-b]pyridine-3a-carboxamide C(C1=CC=CC=C1)NC(=O)C12NC(C3C(C1N(CC2C3)CC3=CC=C(C=C3)OC)CC(C)C)=O